CC1=C(C=CC(=C1)S(=O)(=O)N1CCC(CC1)NC1=NC=C(C=C1)C(F)(F)F)C=1C=C2CC(NC2=CC1)=O 5-(2-methyl-4-((4-((5-(trifluoromethyl)pyridin-2-yl)amino)piperidin-1-yl)sulfonyl)phenyl)indolin-2-one